COC1=C(CNC2=NC=3C(=CC(=CC3C=3N2N=C(N3)[C@@H]3CC[C@@H](N(C3)C(=O)C3CC(C3)=O)C)F)F)C=CC(=C1)OC 3-((2S,5R)-5-(5-((2,4-dimethoxybenzyl)amino)-7,9-difluoro-[1,2,4]triazolo[1,5-c]quinazolin-2-yl)-2-methylpiperidine-1-carbonyl)cyclobutan-1-one